N1(CCCCC1)CCCN [3-(piperidin-1-yl)propyl]amine